bisphenol disodium salt [Na].[Na].C1(=CC=CC=C1)O.C1(=CC=CC=C1)O